ClC1=C(C=CC(=C1)Cl)C1=CC2=C(N=C(N=C2)NC2=CC=NC=C2)N2C1=NCC2 6-(2,4-dichlorophenyl)-N-(pyridin-4-yl)-8,9-dihydroimidazo[1',2':1,6]pyrido[2,3-d]pyrimidin-2-amine